C1(CC1)CN(C1=CC(N(C=2C=CC(=NC12)C#N)C)=O)C=1C=C(C=CC1)C1=CC(=CC=C1)OC 8-((cyclopropylmethyl)(3'-methoxy-[1,1'-biphenyl]-3-yl)amino)-5-methyl-6-oxo-5,6-dihydro-1,5-naphthyridine-2-carbonitrile